4-hydroxy-6-amino-hexanoyl-CoA OC(CCC(=O)SCCNC(CCNC([C@@H](C(COP(OP(OC[C@@H]1[C@H]([C@H]([C@@H](O1)N1C=NC=2C(N)=NC=NC12)O)OP(=O)(O)O)(=O)O)(=O)O)(C)C)O)=O)=O)CCN